(2-sec-butylphenyl)-amine C(C)(CC)C1=C(C=CC=C1)N